6-((R)-3-(2,3-difluorophenyl)isoxazolidin-2-yl)-N-(4-(4-(6-ethyl-3,6-diazabicyclo[3.1.1]heptan-3-yl)piperidin-1-yl)-2-methoxy-phenyl)pyrimidin-4-amine FC1=C(C=CC=C1F)[C@@H]1N(OCC1)C1=CC(=NC=N1)NC1=C(C=C(C=C1)N1CCC(CC1)N1CC2N(C(C1)C2)CC)OC